7-(bromomethyl)-4-(3,5-dimethoxybenzyl)-9-(4-fluoro-2-methylphenyl)-3,4-dihydro-1H-benzo[e][1,4]diazepine-2,5-dione BrCC1=CC2=C(NC(CN(C2=O)CC2=CC(=CC(=C2)OC)OC)=O)C(=C1)C1=C(C=C(C=C1)F)C